citronellol (3,7-dimethyloct-6-en-1-yl)acetate CC(CCCC(=O)OCCC(CCC=C(C)C)C)CCC=C(C)C